(S)-3-fluoro-5-(((1-hydroxyhexadecan-2-yl)oxy)methyl)benzonitrile FC=1C=C(C#N)C=C(C1)CO[C@H](CO)CCCCCCCCCCCCCC